CC1=C(C(=CS1)C(=O)O)S(=O)(=O)NC(=O)N2C(=O)N(C(=N2)OC)C The molecule is an N-sulfonylurea in which the sulfur atom is attached to a 4-carboxy-2-methylthiophen-3-yl group and in which the non-sulfonated nitrogen is substituted by a 3-methoxy-4-methyl-5-oxo-4,5-dihydro-1H-1,2,4-triazol-1-yl group. It is a metabolite of the herbicide, thiencarbazone-methyl. It has a role as a herbicide, an agrochemical, an EC 2.2.1.6 (acetolactate synthase) inhibitor and a metabolite. It is a thiophenecarboxylic acid, a N-sulfonylurea, an ether and a member of triazoles.